[3-(methacryloyloxy)propyl]benzylbenzylammonium C(C(=C)C)(=O)OCCC[NH+](CC1=CC=CC=C1)CC1=CC=CC=C1